C12CN(CC(CC1)N2)C=2OC1=C(N2)C(=C(C=C1C=1SC=CN1)C(C(F)F)O)OC(F)(F)F 1-(2-(3,8-diazabicyclo[3.2.1]octan-3-yl)-7-(thiazol-2-yl)-4-(trifluoromethoxy)benzo[d]oxazol-5-yl)-2,2-difluoroethan-1-ol